2-tetrahydrofuranacrylate O1C(CCC1)C=CC(=O)[O-]